ClC=1C=C(C=C(C1)NS(=O)(=O)C)NC(=O)C=1SC(=C(C1)C1=NC=C(C=C1F)N1CCC2(CC2(F)F)CC1)C N-(3-chloro-5-(methylsulfonamido)phenyl)-4-(5-(1,1-difluoro-6-azaspiro[2.5]octan-6-yl)-3-fluoropyridin-2-yl)-5-methylthiophene-2-carboxamide